4-(1-(3-(6-chloro-7-fluoro-3-(1H-imidazol-1-yl)-5-methoxy-1-methyl-1H-indol-2-yl)-1H-1,2,4-triazol-5-yl)-2-methoxyethyl)morpholine ClC1=C(C=C2C(=C(N(C2=C1F)C)C1=NNC(=N1)C(COC)N1CCOCC1)N1C=NC=C1)OC